N-(1-((6-(3,8-diazabicyclo[3.2.1]octan-3-yl)pyridin-3-yl)methyl)-1H-pyrazol-4-yl)-6-(3-chloro-6-(difluoromethyl)-2-fluorophenyl)pyrazine-2-carboxamide C12CN(CC(CC1)N2)C2=CC=C(C=N2)CN2N=CC(=C2)NC(=O)C2=NC(=CN=C2)C2=C(C(=CC=C2C(F)F)Cl)F